3-(2,3-Epoxypropoxy)propyl-trimethoxysilane C(C1CO1)OCCC[Si](OC)(OC)OC